(S)-N-(8-(2-chloro-5-fluorophenyl)-3-((hydroxyimino)methyl)-6-oxo-5,6,7,8-tetrahydroimidazo[1,5-a]pyrazin-1-yl)-3-fluoro-5-(trifluoromethyl)benzamide ClC1=C(C=C(C=C1)F)[C@H]1C=2N(CC(N1)=O)C(=NC2NC(C2=CC(=CC(=C2)C(F)(F)F)F)=O)C=NO